1-(3-(aminomethyl)phenyl)-N-(3-((3-(benzyloxy)phenyl)(cyclopropylmethylamino)methyl)phenyl)-3-(trifluoromethyl)-1H-pyrazole-5-carboxamide NCC=1C=C(C=CC1)N1N=C(C=C1C(=O)NC1=CC(=CC=C1)C(NCC1CC1)C1=CC(=CC=C1)OCC1=CC=CC=C1)C(F)(F)F